BrC(C(C(F)(F)F)(F)F)(F)F 1-bromoperfluoropropane